2-[[(dodecylthio)thioxomethyl]thio]-2-methylpropanoic acid C(CCCCCCCCCCC)SC(SC(C(=O)O)(C)C)=S